ClC=1C=NC=C(C1[C@@H](C)SC=1C=2N(C=C(C1)C=1C=NN(C1)[C@@H]1CNCCC1)N=CC2C#N)Cl 4-[(1R)-1-(3,5-Dichloro-4-pyridyl)ethyl]sulfanyl-6-[1-[(3S)-3-piperidyl]pyrazol-4-yl]pyrazolo[1,5-a]pyridine-3-carbonitrile